C1(=CC=CC=C1)P(C1=C2OC=3C(=CC=CC3C(C2=CC=C1)(C)C)P(C1=CC=CC=C1)C1=CC=CC=C1)C1=CC=CC=C1 (5-(diphenylphosphino)-9,9-dimethyl-9H-xanth-4-yl)diphenylphosphine